tert-butyl 3-(2-fluorophenyl)azetidine-1-carboxylate FC1=C(C=CC=C1)C1CN(C1)C(=O)OC(C)(C)C